N6-methyl-5-oxo-2-(1,2,3-thiadiazole-4-carboxamido)hexanediamide CNC(C(CCC(C(=O)N)NC(=O)C=1N=NSC1)=O)=O